N1(CCC1)C(=O)N1CCC(CC1)COC1=C(C=C(C=C1)CN1CC2=CC=CC=C2C1)S(=O)(=O)N 2-((1-(azetidine-1-carbonyl)piperidin-4-yl)methoxy)-5-(isoindolin-2-ylmethyl)benzenesulfonamide